OC1=C(C(=CC(=C1)Br)O)O 1,2,3-trihydroxy-5-bromobenzene